C1(CC1)C(=O)NC1=CC(=C(N=N1)C(=O)NC([2H])([2H])[2H])NC1=CSC2=C1C(N(C=C2)CC)=O 6-(Cyclopropanecarboxamido)-N-(methyl-d3)-4-((5-ethyl-4-oxo-4,5-dihydrothieno[3,2-c]pyridin-3-yl)amino)pyridazine-3-carboxamide